2-chloro-4-(5-(methoxycarbonyl)-6-(methylamino)pyridin-3-yl)pyrimidine-5-carboxylic acid isopropyl ester C(C)(C)OC(=O)C=1C(=NC(=NC1)Cl)C=1C=NC(=C(C1)C(=O)OC)NC